(S)-3,4-methylenedioxydimethylaniline C1OC=2C=C(N(C)C)C=CC2O1